(3-(6-bromopyridin-3-yl)-4,4,4-trifluorobutyl)methanesulfonamide BrC1=CC=C(C=N1)C(CCCS(=O)(=O)N)C(F)(F)F